CC1=NCC[C@H](N1)C(=O)O (S)-2-methyl-3,4,5,6-tetrahydropyrimidine-4-carboxylic acid